(1,3-oxazol-5-yl)pyridin-3-amine O1C=NC=C1C1=NC=CC=C1N